(7-((2-((2-methoxy-5-(1-methyl-1H-pyrazol-4-yl)-4-(4-methylpiperazin-1-yl)phenyl)amino)-7H-pyrrolo[2,3-d]pyrimidin-4-yl)amino)quinolin-8-yl)dimethyl-phosphine oxide COC1=C(C=C(C(=C1)N1CCN(CC1)C)C=1C=NN(C1)C)NC=1N=C(C2=C(N1)NC=C2)NC2=CC=C1C=CC=NC1=C2P(C)(C)=O